N-methacryloyl-L-cysteine methyl-sulfonium salt C[SH2+].C(C(=C)C)(=O)N[C@@H](CS)C(=O)[O-]